(R)-2-(4,5-dichloro-6-oxopyridazin-1(6H)-yl)-N-(4-methyl-3-(N-(1-(pyridin-2-yl)ethyl)sulfamoyl)phenyl)acetamide ClC=1C=NN(C(C1Cl)=O)CC(=O)NC1=CC(=C(C=C1)C)S(N[C@H](C)C1=NC=CC=C1)(=O)=O